8-((2S,5R)-4-((4-fluorophenyl)(6-fluoropyridin-2-yl)methyl)-2,5-dimethylpiperazin-1-yl)-5-methyl-6-oxo-5,6-dihydro-1,5-naphthyridine-2-carbonitrile FC1=CC=C(C=C1)C(N1C[C@@H](N(C[C@H]1C)C1=CC(N(C=2C=CC(=NC12)C#N)C)=O)C)C1=NC(=CC=C1)F